C(C)(=O)C1=CC=C(C=C1)N1C(N2N(CC=C3C2C=2C=C(C(=C(C2OC3(C)C)Cl)NC(C)C)Cl)C1=O)=O 2-(4-acetylphenyl)-9,11-dichloro-10-(isopropylamino)-7,7-dimethyl-5,12b-dihydro-1H,7H-chromeno[4,3-c][1,2,4]triazolo[1,2-a]pyridazine-1,3(2H)-dione